4-Chloro-phenyl-magnesium bromide ClC1=CC=C(C=C1)[Mg]Br